N-(3-chloro-5-(methylsulfonamido)phenyl)-4-(5-fluoro-3-((3-fluoro-5-(methylsulfonyl)phenoxy)methyl)pyridin-2-yl)-5-methylthiophene-2-carboxamide ClC=1C=C(C=C(C1)NS(=O)(=O)C)NC(=O)C=1SC(=C(C1)C1=NC=C(C=C1COC1=CC(=CC(=C1)S(=O)(=O)C)F)F)C